N=1C=CN2C1CN(CC2)C2=CC(=NC1=C(N=CC=C21)C2=CC=NN2C2OCCCC2)N2[C@@H](COCC2)C 4-(5,6-dihydroimidazo[1,2-a]pyrazin-7(8H)-yl)-2-[(3R)-3-methylmorpholin-4-yl]-8-[1-(tetrahydro-2H-pyran-2-yl)-1H-pyrazol-5-yl]-1,7-naphthyridine